(2RS)-1-(3-{(1R)-1-[(6-bromo-2-methylpyrido[3,4-d]pyrimidin-4-yl)amino]ethyl}-2-fluorophenyl)-2-cyclopropyl-1,1-difluoropropan-2-ol BrC1=CC2=C(N=C(N=C2N[C@H](C)C=2C(=C(C=CC2)C([C@](C)(O)C2CC2)(F)F)F)C)C=N1 |&1:19|